ClC1=CC2=C(C=C1)NC1=CC=CC=C1C21CC(C2=CC=CC=C12)(C)C 2-chloro-3',3'-dimethyl-2',3'-dihydro-10H-spiro-[acridine-9,1'-indene]